C(=O)C1CCC(CC1)C=1N=C2N(C=C(C(=C2)OC(C)C)C(=O)NC=2C=NN3C2N=CC=C3)C1 2-(4-formylcyclohexyl)-7-isopropoxy-N-pyrazolo[1,5-a]pyrimidin-3-yl-imidazo[1,2-a]pyridine-6-carboxamide